C(C1=CC=CC=C1)OC=1C(=NC=NC1OCC1=CC=CC=C1)CN1C(N(C(C1)C1=CC=C(C=C1)C#CC#CC1CC(C1)O[Si](C)(C)C(C)(C)C)C(C)C)=O 1-((5,6-bis(benzyloxy)pyrimidin-4-yl)methyl)-4-(4-(((1r,3r)-3-((tert-butyldimethylsilyl)oxy)cyclobutyl)but-1,3-diyn-1-yl)phenyl)-3-isopropylimidazolidin-2-one